FC=1C=NC=C(C1C(C(=O)O)(C)C)OC 2-(3-fluoro-5-methoxypyridin-4-yl)-2-methylpropanoic acid